OCC(C)(C1=CC=C(C=C1)OC)C=1N=C(SC1)NC(=O)NC(C)C1=CC=C(C=C1)N1CCNCC1 1-(4-(1-hydroxy-2-(4-methoxyphenyl)propan-2-yl)thiazol-2-yl)-3-(1-(4-(piperazin-1-yl)phenyl)-ethyl)urea